N(=N[Al])[Al] AZOAluminum